2-(4-(1-methyl-4-(trifluoromethyl)-1H-imidazol-2-yl)benzyl)-6-nitrobenzenethiol CN1C(=NC(=C1)C(F)(F)F)C1=CC=C(CC2=C(C(=CC=C2)[N+](=O)[O-])S)C=C1